N-(trans-4-isopropyl-1-methylpyrrolidin-3-yl)-1-(3-methylbenzyl)cyclopropane-1-carboxamide C(C)(C)[C@H]1[C@@H](CN(C1)C)NC(=O)C1(CC1)CC1=CC(=CC=C1)C